Methyl 4-(6-amino-5-methoxy-1,3-benzoxazol-2-yl)cyclohexanecarboxylate NC1=CC2=C(N=C(O2)C2CCC(CC2)C(=O)OC)C=C1OC